tert-butyl 3-(1-((tertbutylsulfinyl)amino)-2,2,2-trifluoroethyl)azetidine-1-carboxylate C(C)(C)(C)S(=O)NC(C(F)(F)F)C1CN(C1)C(=O)OC(C)(C)C